2-(4-bromo-1-methyl-1H-pyrazol-5-yl)-6-cyclopropylbenzonitrile BrC=1C=NN(C1C1=C(C#N)C(=CC=C1)C1CC1)C